C(C)(C)NC(OC1CCC1)=O cyclobutyl isopropylcarbamate